7-fluoro-2,2,5-trimethyl-2,3-dihydroquinolin-4(1H)-one FC1=CC(=C2C(CC(NC2=C1)(C)C)=O)C